6-(4-Benzylpiperidin-1-yl)-N-(4-fluorophenyl)-9H-purin-2-amine C(C1=CC=CC=C1)C1CCN(CC1)C1=C2N=CNC2=NC(=N1)NC1=CC=C(C=C1)F